ClC=1C(=NC=CN1)OCC1CN(CCC1)C1=CN=C2C(=N1)N(N=C2)CC(F)F 6-(3-(((3-chloropyrazin-2-yl)oxy)methyl)piperidin-1-yl)-1-(2,2-difluoroethyl)-1H-pyrazolo[3,4-b]pyrazine